2-(4-bromo-2-fluorophenyl)-7-(5-fluoropyridin-3-yl)pyrazolo[1,5-a]pyrimidine-5-carboxylic acid BrC1=CC(=C(C=C1)C1=NN2C(N=C(C=C2C=2C=NC=C(C2)F)C(=O)O)=C1)F